[Ru+2].C(C1=CC=CC=C1)=C1C(CCCC1)P(C1CCCCC1)C1CCCCC1 (benzylidene)(tricyclohexylphosphine) ruthenium (II)